C(C)(C)(C)OC(=O)N1C(CCC=CC1)(C)C1=C(C(=CC=2OCCOC21)NC2=NC(=CC(=N2)C)NC)Cl (6-chloro-7-((4-methyl-6-(methylamino)pyrimidin-2-yl)amino)-2,3-dihydrobenzo[b][1,4]dioxin-5-yl)-2-methyl-2,3,4,7-tetrahydro-1H-azepine-1-carboxylic acid tert-butyl ester